5-[5-bromo-2-(tert-butoxycarbonyl)phenoxy]-1H-pyrrolo[2,3-b]pyridine-1-carboxylic acid tert-butyl ester C(C)(C)(C)OC(=O)N1C=CC=2C1=NC=C(C2)OC2=C(C=CC(=C2)Br)C(=O)OC(C)(C)C